N1(C=NC=C1)C1=NC(=CC(=N1)C(=O)NC=1C=NC(=NC1)OCC(=O)O)C(F)(F)F 2-((5-(2-(1H-imidazol-1-yl)-6-(trifluoromethyl)pyrimidine-4-carboxamido)pyrimidin-2-yl)oxy)acetic acid